C(C)(C)(C)OC(=O)N1[C@@H]([C@H](CCC1)O[Si](C)(C)C(C)(C)C)CCCN=[N+]=[N-] (2R,3S)-2-(3-azidopropyl)-3-((tert-butyldimethylsilyl)oxy)piperidine-1-carboxylic acid tert-butyl ester